FC1=C(C=C(C=C1)C=1OC=CN1)N1CCNCC1 2-(4-fluoro-3-piperazin-1-yl-phenyl)oxazole